BrC=1C(=NC(=NC1)NC=1C(=NN(C1)C1CCN(CC1)C)C)NCCCN1C(C(OCCC1)(C)C)=O 4-(3-((5-bromo-2-((3-methyl-1-(1-methylpiperidin-4-yl)-1H-pyrazol-4-yl)amino)pyrimidin-4-yl)amino)propyl)-2,2-dimethyl-1,4-oxazepan-3-one